C(OCC[C@@H]1N(S(OC1)(=O)=O)C(=O)OC(C)(C)C)([2H])([2H])[2H] tert-butyl (S)-4-(2-(methoxy-d3)ethyl)-1,2,3-oxathiazolidine-3-carboxylate 2,2-dioxide